tert-Butyl (3-nitropyridin-2-yl)carbamate [N+](=O)([O-])C=1C(=NC=CC1)NC(OC(C)(C)C)=O